CC1=CC=C(C=C1)C(C1=CC=C(N)C=C1)C1=CC=C(N)C=C1 4,4'-[(4-methylphenyl)methylene]-dianiline